C(C)C1(COC1)COCC1(COC1)CC 3-Ethyl-3-[[(3-ethyloxetan-3-yl)-methoxy]methyl]oxetan